3-(beta-hydroxyphenethyl)-2-iminothiazolidine hydrochloride Cl.OC(CN1C(SCC1)=N)C1=CC=CC=C1